C(C(C)(C)C)OCCCCCCN 6-neopentyloxyhexylamine